ClC1(C(C(C1(F)F)(F)F)(Cl)Cl)Cl 1,1,2,2-Tetrachloro-3,3,4,4-tetrafluorocyclobutan